CN1C=NC=C1C(=O)ON=CC1=C(C=C(C=C1)F)F 2,4-Difluorobenzaldehyde-O-(1-methyl-1H-imidazole-5-carbonyl) oxime